5-METHOXYBENZOFURAN-2-BORONIC ACID COC=1C=CC2=C(C=C(O2)B(O)O)C1